N[C@@H]1C2=CC=CC=C2NC12CCN(CC2)C=2C(NC(=CN2)SC2=C(C(=CC=C2)Cl)Cl)=O (R)-3-(3-aminospiro[indoline-2,4'-piperidin]-1'-yl)-6-((2,3-dichlorophenyl)thio)pyrazin-2(1H)-one